4-(1,1-difluoroethyl)-6-fluoro-7-((4-methoxy-6-oxopyridazin-1(6H)-yl)methyl)-3,4-dihydroquinazolin-2(1H)-one FC(C)(F)C1NC(NC2=CC(=C(C=C12)F)CN1N=CC(=CC1=O)OC)=O